benzoyl-D-aspartate C(C1=CC=CC=C1)(=O)N[C@H](CC(=O)[O-])C(=O)[O-]